FC=1C=CC=2C(CCCC2C1C)=O 3-fluoro-4-methyl-8-oxo-5,6,7,8-tetrahydronaphthalene